1-methyl-2,3-dihydro-1H-pyrrole CN1CCC=C1